C1(CCCCCC1)NC(COC1=CC=C2C=CC(=CC2=C1)C(CC(=O)O)C1=CC=CC=C1)=O 3-(7-(2-(Cycloheptylamino)-2-oxoethoxy)naphthalen-2-yl)-3-phenylpropanoic acid